CC1(OCCCC(C1)=O)C 2,2-dimethyloxepan-4-one